E-1-Bromo-2-(2-isocyanovinyl)-4-methoxybenzene BrC1=C(C=C(C=C1)OC)\C=C\[N+]#[C-]